C12CC(CC(CC1)N2)OC2=CC1=C(N=CN=C1NC1=CC(=C(C=C1)OC1=CC3=C(N(C=N3)C)C=C1)C)C=N2 6-((endo-8-Azabicyclo[3.2.1]octan-3-yl)oxy)-N-(3-methyl-4-((1-methyl-1H-benzo[d]imidazol-5-yl)oxy)phenyl)pyrido[3,4-d]pyrimidin-4-amine